CC(C)(C)[Si](C)(C)Cl (1,1-dimethylethyl)dimethylsilylchloride